N-((1s,4s)-4-((7-morpholino-1,6-naphthyridin-5-yl)oxy)cyclohexyl)thiazole-2-carboxamide O1CCN(CC1)C1=NC(=C2C=CC=NC2=C1)OC1CCC(CC1)NC(=O)C=1SC=CN1